C(#N)C1=C(C=CC=2N=C(SC21)NC(=O)C2CC2)OC2=CC(=C(C=C2)F)NC(CC2=CC(=CC=C2)C(F)(F)F)=O N-(7-cyano-6-(4-fluoro-3-(2-(3-(trifluoromethyl)phenyl)acetamido)phenoxy)benzo[d]thiazol-2-yl)cyclopropanecarboxamide